4-[4-(allylamino)-1-piperidyl]-N-(8-methoxy-1,3-dimethyl-pyrrolo[1,2-a]pyrazin-7-yl)-2-methyl-indazole-7-carboxamide C(C=C)NC1CCN(CC1)C=1C2=CN(N=C2C(=CC1)C(=O)NC=1C(=C2N(C=C(N=C2C)C)C1)OC)C